(S)-2-(2-(4,5-dimethyl-1,2,3,4-tetrahydroquinoxaline-1-carbonyl)pyrrolidin-1-yl)-6-methyl-4-(trifluoromethyl)nicotinonitrile CN1CCN(C2=CC=CC(=C12)C)C(=O)[C@H]1N(CCC1)C1=C(C#N)C(=CC(=N1)C)C(F)(F)F